COC(C1=NC=CC(=C1)NC(=O)[C@@H]1O[C@](C[C@H]1C1=C(C(=C(C=C1)F)C)OC)(C(F)(F)F)C)=O.COC=1C=C(C=NC1)CNS(=O)(=O)C |r| N-[(5-methoxy-3-pyridinyl)methyl]Methanesulfonamide methyl-rac-4-((2R,3S,5R)-3-(4-fluoro-2-methoxy-3-methylphenyl)-5-methyl-5-(trifluoromethyl)tetrahydrofuran-2-carboxamido)picolinate